C(C)(C)(C)P(N1C=CC2=CC(=CC=C12)OC)CC1=C(C=CC=C1)CP(N1C=CC2=CC(=CC=C12)OC)C(C)(C)C 1,2-bis((tert-butyl-(5-methoxy-1H-indol-1-yl)phosphino)methyl)benzene